C(=C\CC)/C=1C=C(C=2[C@H]3[C@H](C(OC2C1)=C)CCC(=C3)C)O (6Ar,10aR)-3-[(E)-but-1-enyl]-9-methyl-6-methylidene-6a,7,8,10a-tetrahydrobenzo[c]chromen-1-ol